N-(2-aminophenyl)-1-(2-fluoro-5-((4-oxo-3,4-dihydro-phthalazin-1-yl)methyl)benzoyl)piperidine-4-carboxamide NC1=C(C=CC=C1)NC(=O)C1CCN(CC1)C(C1=C(C=CC(=C1)CC1=NNC(C2=CC=CC=C12)=O)F)=O